C(C1=CC=CC=C1)OC(=O)N[C@@H](CC(=O)OC)C=O methyl (3s)-3-[[(benzyloxy)carbonyl]amino]-4-oxobutanoate